ClC=1C=2N(C=C(C1)C(F)(F)F)C=C(N2)CO (8-chloro-6-(trifluoromethyl)imidazo[1,2-a]pyridin-2-yl)methanol